ClC1=NC=NC=C1C#CC1(CC1)NC(OC(C)(C)C)=O tert-butyl (1-((4-chloropyrimidin-5-yl)ethynyl)cyclopropyl)carbamate